Cl.Cl.N1(CCOCC1)C12CC(C1)(C2)N 3-(morpholin-4-yl)bicyclo[1.1.1]pentan-1-amine dihydrochloride